(S)-1-(2'-methoxy-[1,1'-biphenyl]-4-yl)ethan-1-amine COC1=C(C=CC=C1)C1=CC=C(C=C1)[C@H](C)N